cyclohexanediol dicyanoacetate C(#N)C(C(=O)OC1(CCCCC1)O)C#N